N-(4-bromo-2,5-difluorophenyl)-6-ethyl-4,5,6,7-tetrahydro-1H-pyrrolo[2,3-c]pyridine-3-sulfonamide BrC1=CC(=C(C=C1F)NS(=O)(=O)C1=CNC=2CN(CCC21)CC)F